BrC=1C(=NC(=NC1)Cl)C 5-bromo-2-chloro-4-methyl-pyrimidine